Ethyl-norbornene C(C)C12C=CC(CC1)C2